(Z)-3-(5-fluoro-1-(4-isopropylbenzyl)-2-methyl-1H-inden-3-yl)propionic acid FC=1C=C2C(=C(C(C2=CC1)CC1=CC=C(C=C1)C(C)C)C)CCC(=O)O